(R/S)-2-bromobutyrate Br[C@@H](C(=O)[O-])CC |r|